BrC1=CC=C(C=C1)C=1OC2=C(C(=C(C=3C2=C(C1C1=CC=C(C=C1)Br)C=CC3)C3=CC=C(C=C3)Br)C3=CC=C(C=C3)Br)C=3NCCCN3 2-(2,3,7,8-tetrakis(4-bromophenyl)benzo[de]chromen-9-yl)-1,4,5,6-tetrahydropyrimidine